(8-(6-amino-2-ethylpyridin-3-yl)quinolin-2-yl)(1,4-oxazepan-4-yl)methanone NC1=CC=C(C(=N1)CC)C=1C=CC=C2C=CC(=NC12)C(=O)N1CCOCCC1